Cl.ClC1=C(C=CC(=C1)COC)[C@@H]1COCCCN1 |r| (+/-)-3-[2-chloro-4-(methoxymethyl)phenyl]-1,4-oxazepane-HCl